C1(CCCCC1)NC(OC1=CC(=C(C=C1)OC)C=1C=NC=C(C1)C=1OC=CN1)=O 4-methoxy-3-(5-(oxazol-2-yl)pyridin-3-yl)phenyl cyclohexylcarbamate